(chlorophenyl)-3-methyl-butyric acid ClC1=C(C=CC=C1)C(C(=O)O)C(C)C